ClC=1C(=C(C=CC1)[NH+]1CCC(CC1)CCN1N=C(C2=C1CCC2)C(=O)N2CC(C(CC2)O)F)C [1-[2-[1-(3-chloro-2-methyl-phenyl)piperidin-1-ium-4-yl]ethyl]-5,6-dihydro-4H-cyclopenta[c]pyrazol-3-yl]-(3-fluoro-4-hydroxy-1-piperidyl)methanone